8-tert-butyloxycarbonyl-8-azabicyclo[3.2.1]oct-2-ene-3-boronic acid pinacol ester C(C)(C)(C)OC(=O)N1C2C=C(CC1CC2)B2OC(C)(C)C(C)(C)O2